6-amino-2-(3-aminoazetidin-1-yl)-5-(2,3-dichlorophenyl)-pyrimidine-4-carboxamide NC1=C(C(=NC(=N1)N1CC(C1)N)C(=O)N)C1=C(C(=CC=C1)Cl)Cl